tert-butyl (S)-(1-(2-(cyclopropanecarboxamido)-7H-pyrrolo[2,3-d]pyrimidin-4-yl)pyrrolidin-3-yl)carbamate C1(CC1)C(=O)NC=1N=C(C2=C(N1)NC=C2)N2C[C@H](CC2)NC(OC(C)(C)C)=O